5-chloro-2-(6-{2-[(4-chloro-2-fluorobenzyl)oxy]-5-fluoropyrimidin-4-yl}-6-azaspiro[2.5]oct-1-yl)-3-methyl-3H-imidazo[4,5-b]pyridine ClC1=CC=C2C(=N1)N(C(=N2)C2CC21CCN(CC1)C1=NC(=NC=C1F)OCC1=C(C=C(C=C1)Cl)F)C